N-cyclobutyl-2-(2,6-dichloro-4-(6-(difluoromethyl)-3,5-dioxo-4,5-dihydro-1,2,4-triazin-2(3H)-yl)phenoxy)-5-hydroxyisonicotinamide C1(CCC1)NC(C1=CC(=NC=C1O)OC1=C(C=C(C=C1Cl)N1N=C(C(NC1=O)=O)C(F)F)Cl)=O